[N+](=O)([O-])C1=CC=C(C=C1)N1C(COCC1)=O 4-(4-nitrophenyl)-3-morpholone